N-(15-(4-benzhydrylpiperazin-1-yl)-15-oxo-3,6,9,12-tetraoxapentadecyl)-2-((2-(2,6-dioxopiperidin-3-yl)-1,3-dioxoisoindolin-4-yl)oxy)acetamide C(C1=CC=CC=C1)(C1=CC=CC=C1)N1CCN(CC1)C(CCOCCOCCOCCOCCNC(COC1=C2C(N(C(C2=CC=C1)=O)C1C(NC(CC1)=O)=O)=O)=O)=O